[3-fluoro-4-(2-methylpyrimidin-5-yl)phenyl]-3,6-dihydro-2H-1,3,4-oxadiazin-2-one FC=1C=C(C=CC1C=1C=NC(=NC1)C)N1C(OCC=N1)=O